(6-chloro-1,2,3,4-tetrahydro-2,7-naphthyridine-2-carbonyl)-6-methyl-N-(1-methylcyclopropyl)furo[2,3-d]pyrimidin-4-amine ClC=1C=C2CCN(CC2=CN1)C(=O)C=1N=C(C2=C(N1)OC(=C2)C)NC2(CC2)C